2-(6-(2-(1H-indol-3-yl)ethylamino)-2-(5-fluoropyridin-3-yl)-9H-purin-9-yl)propan-1-ol N1C=C(C2=CC=CC=C12)CCNC1=C2N=CN(C2=NC(=N1)C=1C=NC=C(C1)F)C(CO)C